C(C)(C)(C)OC(=O)N1CCC(CCC1)CP(=O)(OCC)OCC 4-((diethoxyphosphoryl)methyl)azepane-1-carboxylic acid tert-butyl ester